C(C)(C)(C)C1=CC=C(C=C1)CCC=O 3-(4-tert.-Butylphenyl)propanal